CC1=CC=C(C=C1)S(=O)(=O)ON=C1C=CCS1 5-(4-methylphenyl)sulfonyloxyimino-5H-thiophene